(R)-tert-butyl 3-(4-(5-((benzyloxy)methyl)-1-(3-((tert-butoxycarbonyl)amino)propyl)-1H-pyrazol-3-yl)phenoxy)-2-((tert-butyldimethylsilyl)oxy)propanoate C(C1=CC=CC=C1)OCC1=CC(=NN1CCCNC(=O)OC(C)(C)C)C1=CC=C(OC[C@H](C(=O)OC(C)(C)C)O[Si](C)(C)C(C)(C)C)C=C1